N-(cis-1-butyryl-2-(((1-(2-fluorophenyl)piperidin-4-yl)oxy)methyl)piperidin-3-yl)methanesulfonamide C(CCC)(=O)N1[C@H]([C@H](CCC1)NS(=O)(=O)C)COC1CCN(CC1)C1=C(C=CC=C1)F